CN1C(=NC=C1)C=1N(C=CN1)C 1,1'-dimethyl-biimidazolyl